O=C1N(CCC(N1)=O)C1=CC=C(CN(C2CCN(CC2)C2=CC(=C(C=C2C)NC2=NC=C(C(=C2)NC2=C(C(=O)NC)C=CC=C2)C(F)(F)F)OC(C)C)C)C=C1 2-((2-((4-(4-((4-(2,4-dioxotetrahydropyrimidin-1(2H)-yl)benzyl)(methyl)amino)piperidin-1-yl)-2-isopropoxy-5-methylphenyl)amino)-5-(trifluoromethyl)pyridin-4-yl)amino)-N-methylbenzamide